BrC=1C=C2C=C(C(=C(C2=CC1)Cl)NC(=O)C=1N(N=C(C1)C(F)(F)F)C1=NC=CC=C1Cl)C(N)=O N-(6-bromo-3-carbamoyl-1-chloro-2-naphthyl)-2-(3-chloro-2-pyridyl)-5-(trifluoromethyl)pyrazole-3-carboxamide